2-(4-methyloxyphenyl)-4,6-bis(trichloromethyl)-1,3,5-triazine COC1=CC=C(C=C1)C1=NC(=NC(=N1)C(Cl)(Cl)Cl)C(Cl)(Cl)Cl